4-[4-(1,3-benzoxazol-2-yl)piperidin-1-yl]-8-fluoro-1-methyl-2-oxo-1,2-dihydroquinoline-3-carbonitrile O1C(=NC2=C1C=CC=C2)C2CCN(CC2)C2=C(C(N(C1=C(C=CC=C21)F)C)=O)C#N